6-(8-chloro-2-fluoro-4-methyl-5,6-dihydro-4H-[1,4]oxazepino[5,6,7-de]quinazolin-9-yl)-N,N-bis(4-methoxybenzyl)-4-methyl-5-(trifluoromethyl)pyridin-2-amine ClC1=C2C=3C(=NC(=NC3C=C1C1=C(C(=CC(=N1)N(CC1=CC=C(C=C1)OC)CC1=CC=C(C=C1)OC)C)C(F)(F)F)F)N(CCO2)C